N-propylpiperazine-N'-ethanesulfonic acid C(CC)N1CCN(CC1)CCS(=O)(=O)O